1-ethyl-(3-dimethylaminopropyl)carbodiimide HCl Cl.C(C)N=C=NCCCN(C)C